(R)-1,1-Difluoro-1-(2-fluoro-3-(1-((6-(2-methoxyethoxy)-2-methyl-7-(2,2,2-Trifluoroethoxy)quinazolin-4-yl)amino)ethyl)phenyl)-2-methylpropan-2-ol FC(C(C)(O)C)(C1=C(C(=CC=C1)[C@@H](C)NC1=NC(=NC2=CC(=C(C=C12)OCCOC)OCC(F)(F)F)C)F)F